C(C)C1=NC(=CC=C1C=1C=C(C=C2C=C(NC12)C=1CN(CCC1)C(=O)OC(C)(C)C)C(=O)N1CCN(CC1)C1=NC(=C(C=C1OC)F)C)C Tert-butyl 3-(7-(2-ethyl-6-methylpyridin-3-yl)-5-(4-(5-fluoro-3-methoxy-6-methylpyridin-2-yl) piperazine-1-carbonyl)-1H-indol-2-yl)-5,6-dihydropyridine-1(2H)-carboxylate